ClC1=C(C=CC=C1C1=C(C(=NC=C1)Cl)Cl)C1=CC=2N(C(C(=CN2)C=O)=O)C=C1 8-(2-Chloro-3-(2,3-dichloropyridin-4-yl)phenyl)-4-oxo-4H-pyrido[1,2-a]pyrimidine-3-carbaldehyde